CNC(CC(=O)O)C(N1CCCCC1)=O 3-(Methylamino)-4-oxo-4-(piperidin-1-yl)butanoic acid